BrC1=CC2=C(C(CO2)N)C(=C1)F 6-Bromo-4-fluoro-2,3-dihydro-1-benzofuran-3-amine